Hexyl 1-((((((R)-1-(6-amino-9H-purin-9-yl)propan-2-yl)oxy)methyl)((1-(hexyloxy)-2-methyl-1-oxopropan-2-yl)amino)phosphoryl)amino)cyclobutane-1-carboxylate NC1=C2N=CN(C2=NC=N1)C[C@@H](C)OCP(=O)(NC(C(=O)OCCCCCC)(C)C)NC1(CCC1)C(=O)OCCCCCC